ClC1=CC(=NC(=N1)C(CC)(F)F)N1CC2(C=3C=NC(=CC31)NC(C)=O)CC2 N-(1'-(6-chloro-2-(1,1-difluoropropyl)pyrimidin-4-yl)-1',2'-dihydrospiro[cyclopropane-1,3'-pyrrolo[3,2-c]pyridin]-6'-yl)acetamide